N-[4-[2-(methylamino)ethoxy]benzyl]-3,4-dimethoxybenzamide CNCCOC1=CC=C(CNC(C2=CC(=C(C=C2)OC)OC)=O)C=C1